C(CCC)C1=CC=CC=2N=CNC21 4-butylbenzimidazole